C(#N)C=1C=C(C=CC1)C1=NN(C(C=C1)=O)CC=1C=C(C=CC1)C1=NC=C(C=N1)N1CCN(CC1)C(=O)OC(C)(C)C t-Butyl 4-(2-(3-((3-(3-cyanophenyl)-6-oxopyridazin-1(6H)-yl)methyl)phenyl)pyrimidin-5-yl)piperazine-1-carboxylate